7-Methoxy-1-methyl-5-nitroindole-2,3-dione COC=1C=C(C=C2C(C(N(C12)C)=O)=O)[N+](=O)[O-]